1-[4-(3-Dimethylamino-propoxy)-3-(2-methyl-2H-pyrazol-3-yl)-phenyl]-3-(2-fluoro-phenyl)-urea CN(CCCOC1=C(C=C(C=C1)NC(=O)NC1=C(C=CC=C1)F)C=1N(N=CC1)C)C